1,2-dimethyl-ethylsulphonate CC(CC)S(=O)(=O)[O-]